N-[2-(2,6-dioxo-3-piperidyl)-1,3-dioxo-isoindolin-4-yl]-4-(piperazin-1-ylmethyl)benzamide O=C1NC(CCC1N1C(C2=CC=CC(=C2C1=O)NC(C1=CC=C(C=C1)CN1CCNCC1)=O)=O)=O